C(=C)C1=CC=C(C[N+](CC)(CC)CC)C=C1 p-vinylbenzyl-triethylammonium